[N+](=O)([O-])C=1C(=NN(C1)C1OCCCC1)C(=O)N nitro-1-(tetrahydro-2H-pyran-2-yl)-1H-pyrazole-3-carboxamide